(2R,3R)-3-(3-(2,4-dichlorophenyl)isoxazol-5-yl)-2-(2,4-difluorophenyl)-1-(1H-tetrazol-1-yl)butane-2-ol ClC1=C(C=CC(=C1)Cl)C1=NOC(=C1)[C@@H]([C@@](CN1N=NN=C1)(O)C1=C(C=C(C=C1)F)F)C